ClC=1C=C2C(C(N(CC2=CN1)C1=C(C(=CC(=C1F)OC)OC)F)=O)C(=O)OCC ethyl 6-chloro-2-(2,6-difluoro-3,5-dimethoxyphenyl)-3-oxo-1,2,3,4-tetrahydro-2,7-naphthyridine-4-carboxylate